C(C)(C)N1CC2(C1)CNC2 2-isopropyl-2,6-diazaspiro[3.3]Heptane